2-(7-(3-chloro-5-fluorophenyl)-2-(ethylthio)pyrazolo[1,5-a]pyrimidin-3-yl)-3-methyl-6-(trifluoromethyl)-3H-imidazo[4,5-c]pyridine ClC=1C=C(C=C(C1)F)C1=CC=NC=2N1N=C(C2C2=NC1=C(C=NC(=C1)C(F)(F)F)N2C)SCC